ethylene glycol monoarachidate C(CCCCCCCCCCCCCCCCCCC)(=O)OCCO